4'-(1-Aminocyclobutyl)-5-(4-(4-(trifluoromethyl)phenyl)-1H-1,2,3-triazol-1-yl)-[1,1'-biphenyl]-3-carboxylic acid NC1(CCC1)C1=CC=C(C=C1)C1=CC(=CC(=C1)N1N=NC(=C1)C1=CC=C(C=C1)C(F)(F)F)C(=O)O